C(C)OC=1N=CC2=C(N1)NC=C2C=2C=NC=1N(C2)C=CN1 2-ethoxy-5-(imidazo[1,2-a]pyrimidin-6-yl)-7H-pyrrolo[2,3-d]pyrimidine